Butyl 2-{4-[(5,5,8,8-tetramethyl-5,6,7,8-tetrahydronaphthalen-2-yl)sulfanyl] phenyl}acetate CC1(C=2C=CC(=CC2C(CC1)(C)C)SC1=CC=C(C=C1)CC(=O)OCCCC)C